2-(5-(cyclopropylmethyl)-4-(3-fluoro-4-sulfamoylbenzyl)-3-(4'-(trifluoromethyl)-[1,1'-biphenyl]-3-yl)-1H-pyrazol-1-yl)thiazole-4-carboxylic acid C1(CC1)CC1=C(C(=NN1C=1SC=C(N1)C(=O)O)C=1C=C(C=CC1)C1=CC=C(C=C1)C(F)(F)F)CC1=CC(=C(C=C1)S(N)(=O)=O)F